4-(4-amino-6-(2-fluoro-4-methacrylamido-phenyl)-7-methyl-7H-pyrrolo[2,3-d]pyrimidin-5-yl)-N-((1-cyanocyclopropyl)methyl)-N-methylbenzamide NC=1C2=C(N=CN1)N(C(=C2C2=CC=C(C(=O)N(C)CC1(CC1)C#N)C=C2)C2=C(C=C(C=C2)NC(C(=C)C)=O)F)C